tert-butyl (R)-3-(4-bromophenyl)-3-((4-fluorophenyl)sulfonyl)pyrrolidine-1-carboxylate BrC1=CC=C(C=C1)[C@]1(CN(CC1)C(=O)OC(C)(C)C)S(=O)(=O)C1=CC=C(C=C1)F